N=[Ag] aza-carbene silver